C(CCOCCOCCOCCCN)N 4,7,10-Trioxatridecan-1,13-di-amin